N1C(CC1)COC=1C=CC(=C(C(=O)NC2(CC2)C2=C3C=CC=NC3=CC(=C2)C=2OC(=CC2)C)C1)C 5-(Azetidin-2-ylmethoxy)-2-methyl-N-(1-(7-(5-methylfuran-2-yl)quinolin-5-yl)cyclopropyl)benzamide